BrC(C(=O)OC)C(C1=CC=CC=C1)Br methyl 2,3-dibromo-3-phenylpropionate